(R)-N-(2-(4-Cyanothiazolidin-3-yl)-2-oxoethyl)-6-(1-cyclopropyl-1H-pyrazol-4-yl)quinoline-4-carboxamide C(#N)[C@H]1N(CSC1)C(CNC(=O)C1=CC=NC2=CC=C(C=C12)C=1C=NN(C1)C1CC1)=O